6-(tert-butylsulfonyl)-3-iodo-7-(oxetan-3-yloxy)imidazo[1,2-a]pyridine C(C)(C)(C)S(=O)(=O)C=1C(=CC=2N(C1)C(=CN2)I)OC2COC2